tert-butyl (S)-(7-(2-hydroxy-2-methylpropoxy)-5-methyl-4-oxo-2,3,4,5-tetrahydrobenzo[b][1,4]oxazepin-3-yl)carbamate OC(COC1=CC2=C(OC[C@@H](C(N2C)=O)NC(OC(C)(C)C)=O)C=C1)(C)C